C1(=CC=CC=C1)/C(/C(=O)O)=C/C(=O)O phenyl-maleic acid